COC=1C=C(C(=C(C1)O)C1=NC2=NC(=CC=C2C=C1)C1CN(CCC1)C)C 5-methoxy-3-methyl-2-[7-[1-methyl-3-piperidyl]-1,8-naphthyridin-2-yl]phenol